4-bromo-1-(2,2,2-trifluoroethyl)-1H-indole-2-carbaldehyde BrC1=C2C=C(N(C2=CC=C1)CC(F)(F)F)C=O